(5'S,7a'R)-5'-(benzo[b]thiophen-5-yl)-1-benzoyltetrahydro-3'H-spiro[piperidine-4,2'-pyrrolo[2,1-b]oxazol]-3'-one S1C2=C(C=C1)C=C(C=C2)[C@@H]2CC[C@H]1OC3(C(N12)=O)CCN(CC3)C(C3=CC=CC=C3)=O